6-(3-(2-(1-(trifluoromethyl)cyclopropyl)ethoxy)-1H-pyrazol-1-yl)-4-chloropyridine-3-carboxylic acid FC(C1(CC1)CCOC1=NN(C=C1)C1=CC(=C(C=N1)C(=O)O)Cl)(F)F